butanoylAmine C(CCC)(=O)N